NC1C2=CC=CC=C2CC12CCN(CC2)C=2C(=NC(=CN2)C=CC=2C=NC=CC2)CO (3-(1-amino-1,3-dihydrospiro[inden-2,4'-piperidin]-1'-yl)-6-(2-(pyridin-3-yl)vinyl)pyrazin-2-yl)methanol